C(C=CCCCCCCCCCCCCCC)(=O)OCC(OC(C=C\C=C/C=C\C=C/CCCCCCCCCCC)=O)COP(=O)([O-])OCC[N+](C)(C)C 1-(9Z-heptadecenoyl)-2-(5Z,8Z,11Z,14Z-eicosatetraenoyl)-glycero-3-phosphocholine